tert-butyl 4-((4-(2-(2,6-dioxopiperidin-3-yl)-6-fluoro-1,3-dioxoisoindolin-5-yl)piperazin-1-yl) methyl)piperidine-1-carboxylate O=C1NC(CCC1N1C(C2=CC(=C(C=C2C1=O)N1CCN(CC1)CC1CCN(CC1)C(=O)OC(C)(C)C)F)=O)=O